5-butoxy-3-oxo-indan C(CCC)OC=1C=C2C(CCC2=CC1)=O